(R)-N-((S)-1-(((6-Amino-2-methylpyridin-3-yl)methyl)amino)-1-oxopropan-2-yl)-2-(pentylamino)-4-phenylbutanamide Di-trifluoroacetate salt FC(C(=O)O)(F)F.FC(C(=O)O)(F)F.NC1=CC=C(C(=N1)C)CNC([C@H](C)NC([C@@H](CCC1=CC=CC=C1)NCCCCC)=O)=O